diphenyl-(2-(4,4,5,5-tetramethyl-1,3,2-dioxaborolan-2-yl)-9,9'-spirobifluorene-7-yl)phosphine oxide C1(=CC=CC=C1)P(C1=CC=C2C=3C=CC(=CC3C3(C2=C1)C1=CC=CC=C1C=1C=CC=CC13)B1OC(C(O1)(C)C)(C)C)(C1=CC=CC=C1)=O